bis[3,5-dihydroxy-4-[(E)-3-(4-hydroxyphenyl)prop-2-enoyl]phenyl] phosphate P(=O)(OC1=CC(=C(C(=C1)O)C(\C=C\C1=CC=C(C=C1)O)=O)O)(OC1=CC(=C(C(=C1)O)C(\C=C\C1=CC=C(C=C1)O)=O)O)[O-]